(Z)-2-(1-methyl-1H-indol-3-ylmethylene)-6-hydroxybenzofuran-3(2H)-one CN1C=C(C2=CC=CC=C12)\C=C\1/OC2=C(C1=O)C=CC(=C2)O